10,10'-(3,4,5-tris(3-methyl-3H-imidazo[4,5-b]pyridin-2-yl)-1,2-phenylene)bis(5-methyl-5,10-dihydrophenazine) CN1C(=NC=2C1=NC=CC2)C=2C(=C(C=C(C2C2=NC=1C(=NC=CC1)N2C)C2=NC=1C(=NC=CC1)N2C)N2C1=CC=CC=C1N(C=1C=CC=CC21)C)N2C1=CC=CC=C1N(C=1C=CC=CC21)C